COC(C1=C(C=C(C=C1)[N+](=O)[O-])C(=C)OCCCC)=O.C1(CC1)C1=NOC=2C=3N(C(CC21)C)C(=NC3)C(C)=O 1-(3-cyclopropyl-5-methyl-4,5-dihydroimidazo[1,5-a]isoxazolo[5,4-c]pyridin-7-yl)ethan-1-one methyl-2-(1-butoxyvinyl)-4-nitrobenzoate